Cl.COC(=O)C=1C=C(C2=C(N(C(=N2)C)C/C(=C/CN)/F)C1)C1=CC(=CC=C1)S(=O)(=O)N1CCCC1 (Z)-1-(4-amino-2-fluoro-but-2-en-1-yl)-2-methyl-4-(3-(pyrrolidin-1-ylsulfonyl)phenyl)-1H-benzo[d]imidazole-6-carboxylic acid methyl ester hydrochloride